Nickel iron (oxy) hydroxide O(O)O.[Fe].[Ni]